diisopropoxy-m-xylene C(C)(C)OC1=CC(=C(C=C1C)C)OC(C)C